3-fluoro-5-(((2aS,3S)-1,2,3,3,4,4-hexafluoro-2a-hydroxy-2,2a,3,4-tetrahydro-1H-cyclopenta[cd]inden-7-yl)oxy)benzonitrile FC=1C=C(C#N)C=C(C1)OC1=CC=C2C=3[C@](C(C(C13)F)F)(C(C2(F)F)(F)F)O